D-galactonate O=C([C@H](O)[C@@H](O)[C@@H](O)[C@H](O)CO)[O-]